hafnium tri-iodide [I-].[I-].[I-].[Hf+3]